(1-(4-fluorobenzyl)piperidin-4-yl)carbamic acid tert-butyl ester C(C)(C)(C)OC(NC1CCN(CC1)CC1=CC=C(C=C1)F)=O